2-((1r,4r)-4-(2-(3-methyl-1H-pyrazol-5-yl)imidazo[4,5-d]pyrrolo[2,3-b]pyridin-1(6H)-yl)cyclohexyl)acetonitrile CC1=NNC(=C1)C1=NC=2C(=C3C(=NC2)NC=C3)N1C1CCC(CC1)CC#N